S1C2=C(C=C1)C(=CC=C2)N2CCN(CC2)CCCCOC2=CC=C1CCC(N(C1=C2)C(=O)OC2CCCCC2)=O cyclohexyl 7-(4-(4-(benzo[b]thiophen-4-yl)piperazin-1-yl)butoxy)-2-oxo-3,4-dihydroquinoline-1(2H)-carboxylate